8-(Isoxazol-4-ylmethyl)-6-methyl-2-(methylthio)-5-((triisopropylsilyl)ethynyl)pyrido[2,3-d]pyrimidin-7(8H)-one O1N=CC(=C1)CN1C(C(=C(C2=C1N=C(N=C2)SC)C#C[Si](C(C)C)(C(C)C)C(C)C)C)=O